CC=1C[C@@H](CCC1C)C(=O)OCC (R,S)-ethyl 3,4-dimethylcyclohex-3-enecarboxylate